NC1=C2C(=NC=N1)N(N=C2I)CC=2N(C(C1=C(C=CC=C1C2)C)=O)C(C)C 3-((4-amino-3-iodo-1H-pyrazolo[3,4-d]pyrimidin-1-yl)methyl)-2-isopropyl-8-methylisoquinolin-1(2H)-one